C12(CCCC2C1)C(C1=NC=CC=C1C)NC1=C(C(C1=O)=O)NC1=C(C(=NC=C1)C(=O)N(C)C)O 4-((2-((bicyclo[3.1.0]hexane-1-yl(3-methylpyridin-2-yl)methyl)amino)-3,4-dioxocyclobut-1-en-1-yl)amino)-3-hydroxy-N,N-dimethylpicolinamide